7-[(2S)-3-benzyloxy-2-hydroxypropoxy]heptan-1-ol C(C1=CC=CC=C1)OC[C@H](COCCCCCCCO)O